4-amino-2-fluoro-5-(2-fluoropyridin-4-yl)-3-(prop-1-en-2-yl)benzonitrile NC1=C(C(=C(C#N)C=C1C1=CC(=NC=C1)F)F)C(=C)C